N1C(=NC2=C1C=CC=C2)[C@H](C)NC(=O)[C@H](CC(N2[C@@H](CCC2)C2=CC=CC=C2)=O)NC(CCC(C)(C)C)=O N-[(1S)-1-[[(1S)-1-(1H-benzimidazol-2-yl)ethyl]carbamoyl]-3-oxo-3-[(2S)-2-phenylpyrrolidin-1-yl]propyl]-4,4-dimethyl-pentanamide